CN(C=1C=C(C=C(C1)N(C)C)NC1=CC2=C(N(C(N2C)=O)C)C=C1)C 5-((3,5-Bis(dimethylamino)phenyl)amino)-1,3-dimethyl-1,3-dihydro-2H-benzo[d]imidazol-2-one